(6E,9E,28E,31E)-heptatriaconta-6,9,28,31-tetraen-19-amine CCCCC\C=C\C\C=C\CCCCCCCCC(CCCCCCCC\C=C\C\C=C\CCCCC)N